C1(CC1)C1=NC(=NC=C1)N1CCC2(C(N3[C@H](O2)CC[C@H]3C3=CC=CC=C3)=O)CC1 (5'S,7a'R)-1-(4-cyclopropylpyrimidin-2-yl)-5'-phenyltetrahydro-3'H-spiro[piperidine-4,2'-pyrrolo[2,1-b][1,3]oxazol]-3'-one